FC=1C(=NC(=NC1)NC=1C(=NN(C1)C)OC)C1=CNC=C1 3-(5-Fluoro-2-((3-methoxy-1-methyl-1H-pyrazol-4-yl)amino)pyrimidin-4-yl)-1H-pyrrole